C1(CCCCC1)CC(C(C(CC(C)C)O)O)NC(C(CC=1N=CSC1)NC(C(CC1=CC=CC=C1)CS(=O)(=O)N1CCN(CC1)C)=O)=O N-[1-(cyclohexylmethyl)-2,3-dihydroxy-5-methylhexyl]-alpha-[[2-[[(4-methyl-1-piperazinyl)sulfonyl]methyl]-1-oxo-3-phenylpropyl]-amino]-4-thiazolepropanamide